C(C=C)(=O)[O-].[Mg+2].[Ca+2].C(C=C)(=O)[O-].C(C=C)(=O)[O-].C(C=C)(=O)[O-] calcium-magnesium acrylate